C(C)(=O)NC=1C=C(C(=O)O)C=C(C1)C#CC1=C(C=C(C=C1)OCC=1C(=NOC1C1CC1)C1=C(C=CC=C1Cl)Cl)Cl 3-acetamido-5-((2-chloro-4-((5-cyclopropyl-3-(2,6-dichlorophenyl)isoxazol-4-yl)methoxy)phenyl)ethynyl)benzoic acid